C(C)C1(C(N(C2=CC=3C(=NN=C(C3C=C21)C)N[C@H](C)C2=CC(=CC=C2)C(C(C)(C)O)(F)F)C)=O)OC 3-ethyl-3-methoxy-1,5-dimethyl-8-[[(1R)-1-[3-(1,1-difluoro-2-hydroxy-2-methyl-propyl)phenyl]ethyl]amino]pyrrolo[2,3-g]phthalazin-2-one